C(C)(C)(C)OC(=O)N1CC2CCCN(C2C(C1)OC1=NC(=NC(=C1)C1=C(C=CC=C1C)C)NS(=O)(=O)C=1C=C(C(=O)O)C=CC1)C 3-[[4-[(6-tert-butoxycarbonyl-1-methyl-2,3,4,4a,5,7,8,8a-octahydro-1,6-naphthyridin-8-yl)oxy]-6-(2,6-dimethylphenyl)pyrimidin-2-yl]sulfamoyl]benzoic acid